Silyl-Fluorene [SiH3]C1=CC=CC=2C3=CC=CC=C3CC12